C(C)(=O)OC1=CC=C(C=C1)C(NC=1C=CC2=C(N=C(O2)C2=CC=C(C=C2)Cl)C1)=O 4-{[2-(4-Chlorophenyl)-1,3-benzoxazol-5-yl]carbamoyl}phenyl acetate